3-{[3-(Dimethylamino)cyclobutyl](1-methyl-1H-pyrazol-4-yl)sulfamoyl}-1-(1,2,3,5,6,7-hexahydro-s-indacen-4-yl)urea CN(C1CC(C1)N(S(=O)(=O)NC(NC1=C2CCCC2=CC=2CCCC12)=O)C=1C=NN(C1)C)C